methyl (2S)-2-[2-[2-(8-chloro-4-oxo-chromen-2-yl)-5-methyl-phenoxy]ethylcarbamoylamino]propanoate ClC=1C=CC=C2C(C=C(OC12)C1=C(OCCNC(=O)N[C@H](C(=O)OC)C)C=C(C=C1)C)=O